2-benzoyl-9,9-dimethyl-8-oxo-2-azaspiro[4.4]non-6-ene-7-carbonitrile C(C1=CC=CC=C1)(=O)N1CC2(CC1)C=C(C(C2(C)C)=O)C#N